5'-bromo-2',3'-dihydrospiro[cyclopentane-1,1'-indene]-3'-ol BrC=1C=C2C(CC3(C2=CC1)CCCC3)O